NCCS(=O)(=O)C=1C=C(OC[C@H](CNC2COC3(C2)CCN(CC3)S(=O)(=O)C3=CC2=CC=CC=C2C=C3)O)C=CC1 (2S)-1-(3-(2-aminoethylsulfonyl)phenoxy)-3-(8-(naphthalen-2-ylsulfonyl)-1-oxa-8-azaspiro[4.5]decan-3-ylamino)propan-2-ol